[1,2,3]triazolo[4,5-c]pyridin-4-one N1=NN=C2C(N=CC=C21)=O